(E)-3-chloro-2-(2-(2-chlorobenzenesulfonyl)vinyl)pyridine ClC=1C(=NC=CC1)\C=C\S(=O)(=O)C1=C(C=CC=C1)Cl